ClC1=CC(=NC=C1)CNC1=C2N=CN(C2=NC(=N1)C=1C=NC=C(C1)F)[C@H]1[C@@H]([C@@H]([C@H](N1)C(=O)NC)O)O (2S,3R,4S,5S)-5-(6-(((4-chloropyridin-2-yl)methyl)amino)-2-(5-fluoropyridin-3-yl)-9H-purin-9-yl)-3,4-dihydroxyl-N-methylpyrrolidin-2-formamide